chloro-1-ethyl-6-fluoro-1,4-dihydro-4-oxoquinoline-3-carboxylic acid ethyl ester C(C)OC(=O)C1=C(N(C2=CC=C(C=C2C1=O)F)CC)Cl